ClC1=CC=C2CCC(C2=C1)(O)CNC(=O)[C@]1([C@@H](CC[C@H](C1)C)C(C)C)O (1S,2S,5R)-N-[(6-chloro-1-hydroxy-indan-1-yl)methyl]-1-hydroxy-2-isopropyl-5-methyl-cyclohexanecarboxamide